NCC1=C(C[N+]2=NOC(=C2)[N-]C(NC2=CC(=CC(=C2)C(F)(F)F)NC(CC2=CC=CC=C2)=O)=O)C=CC=C1 (3-(2-(Aminomethyl)benzyl)-1,2,3-oxadiazol-3-ium-5-yl)((3-(2-phenylacetamido)-5-(trifluoromethyl)phenyl)carbamoyl)amide